FC1(OC2=C(OC1)C=CC(=C2)C=O)F 3,3-difluoro-2H-1,4-benzodioxine-6-carbaldehyde